Cl.N[C@H](C(=O)N1CCC(CC1)CCCC1=CC=CC=2N(C(N(C21)C)=O)C2C(NC(CC2)=O)=O)CC2=CC(=C(C=C2)F)F 3-[4-(3-{1-[(2S)-2-amino-3-(3,4-difluorophenyl)propanoyl]piperidin-4-yl}propyl)-3-methyl-2-oxo-1,3-benzodiazol-1-yl]piperidine-2,6-dione hydrochloride